ClC=1C=C(C=CC1)[C@@H]1[C@H](C1)CNC1=NC=NC(=C1)NCC=1N=C2N(C=C(C=C2)C2CC2)C1 N4-(((1S,2S)-2-(3-chlorophenyl)cyclopropyl)methyl)-N6-((6-cyclopropylimidazo[1,2-a]pyridin-2-yl)methyl)pyrimidine-4,6-diamine